FC=1C=C(C(=NC1)C1(C=C(C(C(C1)(C)C)=O)C#N)OC)C1=CC=2N(C=C1)N=CN2 3-[5-fluoro-3-([1,2,4]triazolo[1,5-a]pyridin-7-yl)-2-pyridyl]-3-methoxy-5,5-dimethyl-6-oxo-cyclohexene-1-carbonitrile